ethyl-1-(3-chloropyridin-2-yl)-3-(thietin-3-yloxy)-4,5-dihydro-1H-pyrazole-5-carboxylate (ethyl 1-(3-chloropyridin-2-yl)-3-(thietan-3-yloxy)-4,5-dihydro-1H-pyrazole-5-carboxylate) C(C)C1C(=NN(C1C(=O)O)C1=NC=CC=C1Cl)OC1CSC1.C(C)OC(=O)C1CC(=NN1C1=NC=CC=C1Cl)OC1=CSC1